N1N=CC(=C1)C=1C=CC=2N(C1)N=CC2C([C@H](C2=CC=CC=C2)NCCC2=CC=C(C#N)C=C2)=O |r| (S)- and (R)-4-(2-((2-(6-(1H-pyrazol-4-yl)pyrazolo[1,5-a]pyridin-3-yl)-2-oxo-1-phenylethyl)amino)ethyl)benzonitrile